COC1=CC=C(C=C1)C(=C(C1=CC=CC=C1)C1=CC=C(C=C1)C1=CC=C(C=C1)C=CC=1OC2=CC=CC=C2CC1)C1=CC=C(C=C1)OC 2-(2-(4'-(2,2-bis(4-methoxyphenyl)-1-phenylvinyl)-[1,1'-biphenyl]-4-yl)vinyl)-4H-chromen